(3-(4-chloro-2,6-dimethyl-phenyl)-8-methoxy-1-methyl-2-oxo-1,8-diazaspiro[4.5]dec-3-en-4-yl) ethyl carbonate C(OC1=C(C(N(C12CCN(CC2)OC)C)=O)C2=C(C=C(C=C2C)Cl)C)(OCC)=O